N-((1-(4-Fluoro-2-(trifluoromethyl)benzyl)cyclobutyl)methyl)-1-methyl-5-oxo-4,5-dihydro-1H-1,2,4-triazole-3-carboxamide FC1=CC(=C(CC2(CCC2)CNC(=O)C2=NN(C(N2)=O)C)C=C1)C(F)(F)F